1,3-dihydro-isoindole-2-carboxylic acid (1-dimethylamino-cyclohexylmethyl)-amide CN(C1(CCCCC1)CNC(=O)N1CC2=CC=CC=C2C1)C